2,2'-bis(di-3,5-xylylphosphino)-1,1'-binaphthyl C1(=CC(=CC(=C1)C)C)P(C1=C(C2=CC=CC=C2C=C1)C1=C(C=CC2=CC=CC=C12)P(C1=CC(=CC(=C1)C)C)C1=CC(=CC(=C1)C)C)C1=CC(=CC(=C1)C)C